5-(((5-chloro-2-methylpyridin-3-yl)amino)methyl)-2-thiophenecarboxylic acid ClC=1C=C(C(=NC1)C)NCC1=CC=C(S1)C(=O)O